FC1=CC=C(C=C1)[C@@H]1N(CCC2=CC=CC=C12)C(=O)NC1CCN(CC1)C (S)-1-(4-fluorophenyl)-N-(1-methylpiperidin-4-yl)-3,4-dihydroisoquinoline-2(1H)carboxamide